N[C@H](C(=O)N[C@H](C(=O)NC=1C=C2C(N(C(C2=CC1)=O)CCC[C@@H](C(=O)OC)NC(C1=CC=C(C=C1)CCC=1N=C2C(=NC(=NC2=NC1)N)N)=O)=O)C)C(C)C Methyl (S)-5-(5-((S)-2-((S)-2-amino-3-methylbutanamido)propanamido)-1,3-dioxoisoindolin-2-yl)-2-(4-(2-(2,4-diaminopteridin-6-yl)ethyl)benzamido)pentanoate